rel-6-[(2R,6S)-2,6-dimethyl-4-morpholinyl]-2-pyridinamine C[C@@H]1CN(C[C@@H](O1)C)C1=CC=CC(=N1)N |o1:1,5|